1,3-diallyl-1,3-disilacyclobutane C(C=C)[SiH]1C[SiH](C1)CC=C